CC=1C=C(C=CC1C)C(CC(=O)OCC)=O ethyl 3-(3,4-dimethylphenyl)-3-oxopropanoate